C(C)(=O)C1=CC=C(C=C1)C(C=CC1=CC(=C(C=C1)OC)O)=O 1-(4-Acetylphenyl)-3-(3-hydroxy-4-methoxyphenyl)prop-2-en-1-one